COC=1C=CC2=C(CCC=3C=NC(=NC23)NC2=CC=C(C=C2)NC(N)=O)C1 3-(4-((8-methoxy-5,6-dihydrobenzo[h]quinazolin-2-yl)amino)phenyl)urea